ClC1=CC(=CC(=N1)N1CCN(CC1)C(=O)[O-])C#N 4-(6-chloro-4-cyanopyridin-2-yl)piperazine-1-carboxylate